N[C@@H](C(=O)N1C[C@@H](CC1)N1N=C(C=2C1=NC=NC2N)C2=CC=C(C=C2)OC2=CC=CC=C2)CC(C)C (R)-2-amino-1-((R)-3-(4-amino-(4-phenoxyphenyl)-1H-pyrazolo[3,4-d]pyrimidin-1-yl)pyrrolidin-1-yl)-4-methylpentan-1-one